8-hydroxy-6-(oxazol-5-yl)-3,4-dihydroisoquinoline-2(1H)-carboxylic acid tert-butyl ester C(C)(C)(C)OC(=O)N1CC2=C(C=C(C=C2CC1)C1=CN=CO1)O